5-(4-methoxybenzyl)-7-methyl-4-oxo-4,5,6,7-tetrahydropyrazolo[1,5-a]pyrazine-2-carboxylic acid ethyl ester C(C)OC(=O)C1=NN2C(C(N(CC2C)CC2=CC=C(C=C2)OC)=O)=C1